FC1(C(C12CCN(CC2)C(=O)OC(C)(C)C)COS(=O)(=O)C2=CC=C(C=C2)C)F tert-Butyl 1,1-difluoro-2-(([(4-methylphenyl)sulfonyl]oxy)methyl)-6-azaspiro[2.5]octane-6-carboxylate